7-bromo-2-hydrazino-3-((2-(trimethylsilyl)ethoxy)methyl)quinazolin-4(3H)-one BrC1=CC=C2C(N(C(=NC2=C1)NN)COCC[Si](C)(C)C)=O